C1(=CC=CC=C1)S.[Zn].ClC1=C(C(=C(C(=C1S)Cl)Cl)Cl)Cl pentachlorothiophenol zinc thiophenol salt